(S)-(4-(2,2-difluoro-7-((5-methoxy-7-methyl-1H-indol-4-yl)methyl)-7-azaspiro[3.5]nonan-6-yl)benzoyl)glycine FC1(CC2(C1)C[C@H](N(CC2)CC2=C1C=CNC1=C(C=C2OC)C)C2=CC=C(C(=O)NCC(=O)O)C=C2)F